(R)-N-(6-methoxy-1-methyl-1H-indazol-7-yl)-1-(4-(2-methoxybutan-2-yl)pyridin-2-yl)-N-((2-(trimethylsilyl)ethoxy)methyl)-1H-pyrazole-4-sulfonamide COC1=CC=C2C=NN(C2=C1N(S(=O)(=O)C=1C=NN(C1)C1=NC=CC(=C1)[C@@](C)(CC)OC)COCC[Si](C)(C)C)C